N-(4-methyl-5-((3-(4-(quinolin-4-yl)piperazine-1-carbonyl)pyrrolidin-1-yl)sulfonyl)thiazol-2-yl)acetamide CC=1N=C(SC1S(=O)(=O)N1CC(CC1)C(=O)N1CCN(CC1)C1=CC=NC2=CC=CC=C12)NC(C)=O